Tert-Butyl 4-[2-(4-methylbenzoyl)hydrazinecarbonyl]piperidine-1-carboxylate CC1=CC=C(C(=O)NNC(=O)C2CCN(CC2)C(=O)OC(C)(C)C)C=C1